FC1(CCN(CCC1)C1=C(C(=O)NC=2C=C(C=CC2)[S@](=O)(C)=NC(CNC(OC(C)(C)C)=O)=O)C(=C(C=N1)C(F)(F)F)C)F tert-butyl (R)-(2-(((3-(2-(4,4-difluoroazepan-1-yl)-4-methyl-5-(trifluoromethyl)nicotinamido)phenyl)(methyl)(oxo)-λ6-sulfaneylidene)amino)-2-oxoethyl)carbamate